5-Chloro-N-((1R,4R)-4-methoxycyclohexyl)-8-(1-morpholinylquinazolin-7-yl)pyrido[4,3-d]pyrimidin-2-amine ClC1=NC=C(C=2N=C(N=CC21)NC2CCC(CC2)OC)C2=CC=C1C=NCN(C1=C2)N2CCOCC2